tert-butyl N-[(1R)-3-(methylsulfanyl)-1-(phenylcarbamoyl)propyl]carbamate CSCC[C@H](C(NC1=CC=CC=C1)=O)NC(OC(C)(C)C)=O